5-(benzo[d][1,3]dioxol-5-yl)-1-(cyclopropylmethyl)-7-(4-(difluoromethoxy)phenyl)-1,7-dihydro-6H-pyrazolo[3,4-b]pyridin-6-one O1COC2=C1C=CC(=C2)C2=CC1=C(N(C2=O)C2=CC=C(C=C2)OC(F)F)N(N=C1)CC1CC1